N[C@H](CNC(=O)[C@H]1OC(OCC1(C)C)(C)C)C (S)-2,2,5,5-Tetramethyl-[1,3]dioxane-4-carboxylic acid ((S)-2-amino-propyl)-amide